7-bromo-5-(sec-butoxy)benzo[b]thiophene-2-carboxamide BrC1=CC(=CC2=C1SC(=C2)C(=O)N)OC(C)CC